FC1=C(OC2=C(C=C(C=C2)C(C)(C)O)C=2C3=C(C(N(C2)C)=O)SC(=C3)C(=O)N3CC(CCC3)(F)F)C=CC(=C1)F 4-(2-(2,4-difluorophenoxy)-5-(2-hydroxypropan-2-yl)phenyl)-2-(3,3-difluoropiperidine-1-carbonyl)-6-methylthieno[2,3-c]pyridin-7(6H)-one